((6-chloro-1-(methyl-d3)-1H-indazol-5-yl)imino)-3-((1-methyl-1H-1,2,4-triazol-3-yl)methyl)-1-(2,4,5-trifluorobenzyl)-1,3,5-triazine-2,4-dione ClC1=C(C=C2C=NN(C2=C1)C([2H])([2H])[2H])N=C1NC(N(C(N1CC1=C(C=C(C(=C1)F)F)F)=O)CC1=NN(C=N1)C)=O